6-[[5-(trifluoromethylsulfinyl)-2-pyridinyl]methyl]-2-azaspiro[3.3]heptane-2-carboxylic acid tert-butyl ester C(C)(C)(C)OC(=O)N1CC2(C1)CC(C2)CC2=NC=C(C=C2)S(=O)C(F)(F)F